tert-butyl 3-(2,5-dichloropyrimidin-4-yl)-2,5-dihydro-1H-pyrrole-1-carboxylate ClC1=NC=C(C(=N1)C=1CN(CC1)C(=O)OC(C)(C)C)Cl